N'-benzyl-diethylenetriamine C(C1=CC=CC=C1)N(CCN)CCN